(3S,4S)-1-(4-((3S*,4R*)-3-methoxy-4-(tetradecylcarbamoyl)pyrrolidine-1-carbonyl)benzoyl)-N3,N4-bis((1S,2R)-2-phenylcyclopropyl)pyrrolidine-3,4-dicarboxamide CO[C@@H]1CN(C[C@H]1C(NCCCCCCCCCCCCCC)=O)C(=O)C1=CC=C(C(=O)N2C[C@H]([C@@H](C2)C(=O)N[C@@H]2[C@H](C2)C2=CC=CC=C2)C(=O)N[C@@H]2[C@H](C2)C2=CC=CC=C2)C=C1 |o1:2,6|